C1(CC1)CN1C(=CC=2C1=NC(=CC2)OC)C2=NC1=C(N2C)C=CC(=C1)C(=O)O 2-(1-(cyclopropylmethyl)-6-methoxy-1H-pyrrolo[2,3-b]pyridin-2-yl)-1-methyl-1H-benzo[d]imidazole-5-carboxylic acid